N1(N=NC=C1)CC(=O)N 1H-1,2,3-triazol-1-acetamide